OCCCC1CN(C1)C(=O)OC(C)(C)C tert-butyl 3-(3-hydroxypropyl)azetidine-1-carboxylate